(7-((1S,2S)-2-(3-chlorophenyl)-4,4-dimethylcyclohexane-1-carbonyl)-2,7-diazaspiro[3.5]nonan-2-yl)prop-2-en-1-one ClC=1C=C(C=CC1)[C@@H]1[C@H](CCC(C1)(C)C)C(=O)N1CCC2(CN(C2)C(C=C)=O)CC1